C1C(C)(C)OO1 Isobutylyl Peroxide